2-((2s,3s,4r)-2-(aminomethyl)-5-chloro-6-fluoro-3-hydroxy-2-phenyl-2,3-dihydrobenzofuran-4-yl)-3-fluoro-4-methoxybenzamide NC[C@@]1(OC2=C([C@@H]1O)C(=C(C(=C2)F)Cl)C2=C(C(=O)N)C=CC(=C2F)OC)C2=CC=CC=C2